5,7-di-tert-butyl-3-(4-hydroxyphenyl)-3H-benzofuran-2-one C(C)(C)(C)C=1C=C(C2=C(C(C(O2)=O)C2=CC=C(C=C2)O)C1)C(C)(C)C